(R)-3-((3-(4-Amino-8-(piperidin-4-yl)pyrido[3,2-d]pyrimidin-6-yl-2-d)phenyl)ethynyl)-3-hydroxy-1-methylpyrrolidin-2-one NC=1C2=C(N=C(N1)[2H])C(=CC(=N2)C=2C=C(C=CC2)C#C[C@]2(C(N(CC2)C)=O)O)C2CCNCC2